4-cyclopropyl-2-[(3R)-4-(cyclopropylcarbonyl)-3-methylpiperazin-1-yl]-6-(1-methyl-1H-pyrazol-4-yl)pyrimidine-5-carbonitrile C1(CC1)C1=NC(=NC(=C1C#N)C=1C=NN(C1)C)N1C[C@H](N(CC1)C(=O)C1CC1)C